2-(4-(Difluoromethoxy)benzyl)-7-methoxy-1-methyl-5-(2-methylpyridin-3-yl)-1,5-dihydro-4H-imidazo[4,5-c]quinolin-4-one FC(OC1=CC=C(CC=2N(C3=C(C(N(C=4C=C(C=CC34)OC)C=3C(=NC=CC3)C)=O)N2)C)C=C1)F